C(C)(C)(C)OC(CN1C(=NC=C(C1=O)NCCC1=CC=CC=C1)C1=CC=CC=C1)=O.CN1[C@H]2CN([C@@H](C1)C2)CC(=O)N 2-[(1R,4R)-5-methyl-2,5-diazabicyclo[2.2.1]heptan-2-yl]acetamide tert-butyl-2-(6-oxo-5-(phenethylamino)-2-phenylpyrimidin-1(6H)-yl)acetate